C1(=CC=CC=C1)C1=NC(=NC(=N1)C1=CC=CC=C1)C=1C=C(C=CC1)C1=CC=CC=2C3=CC=CC=C3C3(C12)C=1C=CC=CC1C1(C2=CC=4NC5=CC=CC=C5C4C=C23)C2=CC=CC=C2C=2C=CC=CC21 (3-(4,6-diphenyl-1,3,5-triazin-2-yl)phenyl)-5'h-dispiro[fluorene-9,7'-naphtho[2,3-b]carbazole-12',9''-fluorene]